(E)-N-(2-butoxyphenyl)-N-(cyclopropylmethyl)-3-(4-methoxyphenyl)acrylamide C(CCC)OC1=C(C=CC=C1)N(C(\C=C\C1=CC=C(C=C1)OC)=O)CC1CC1